ClC1=CC=C(C=C1)NC=1C(C(C1NCCC1=CC=C(C=C1)N(C)C)=O)=O 3-[(4-Chlorophenyl)amino]-4-({2-[4-(dimethylamino)phenyl]ethyl}amino)cyclobut-3-ene-1,2-dione